FC(C(=O)NCC(=O)OCOC(N(C)C1(C(CCCC1)=O)C1=C(C=CC=C1)Cl)=O)(F)F (((1-(2-chlorophenyl)-2-oxocyclohexyl)(methyl)carbamoyl)oxy)methyl (2,2,2-trifluoroacetyl)glycinate